dioctadecyl-pentaerythritol tetra(3-laurylthiopropionate) C(CCCCCCCCCCC)CCC(=S)OC(C(COC(CCCCCCCCCCCCCC)=S)(COC(CCCCCCCCCCCCCC)=S)COC(CCCCCCCCCCCCCC)=S)(CCCCCCCCCCCCCCCCCC)CCCCCCCCCCCCCCCCCC